methyl (R)-1-(4-(2,6-bis(benzyloxy)pyridin-3-yl)-3,5-difluorophenyl)-4,4-dimethylpyrrolidine-3-carboxylate C(C1=CC=CC=C1)OC1=NC(=CC=C1C1=C(C=C(C=C1F)N1C[C@@H](C(C1)(C)C)C(=O)OC)F)OCC1=CC=CC=C1